FC1=CC=C(COC2=C(CC(CCCN3CCN(CC3)C)N)C=CC=C2)C=C1 (2-((4-fluorobenzyl)oxy)benzyl)-4-(4-methylpiperazin-1-yl)butan-1-amine